CC=1C(=C(C(=O)O)C=CC1NC=1C=2N(C=CN1)C(=CN2)C=2C(=NNC2)C(F)(F)F)Cl.FC(F)C2=NNC=C2 difluoromethyl-pyrazol methyl-2-chloro-4-[[3-[3-(trifluoromethyl)-1H-pyrazol-4-yl]imidazo[1,2-a]pyrazin-8-yl]amino]benzoate